C(#N)CCNC(CC(C)C)C N-(2-cyanoethyl)-N-(1,3-dimethylbutyl)-amine